1,2,4-oxadiazole-3-methylamine hydrochloride Cl.O1N=C(N=C1)CN